1-butyl-4-(pyrrolidin-1-yl)pyridinium C(CCC)[N+]1=CC=C(C=C1)N1CCCC1